CC(C(=O)C1=CC=2C(C3=CC=CC=C3C2C=C1)(CCCC)CCCC)(C)N1CCOCC1 2-methyl-1-(9,9-dibutylfluoren-2-yl)-2-morpholinopropane-1-one